C1(CC1)CN1C(N(C(C1=O)=O)CC1=NC(=NO1)CC(=O)N(CC1NCCOC1)C1=C(C=CC=C1)OC)=O 2-(5-((3-(cyclopropylmethyl)-2,4,5-trioxoimidazolidin-1-yl)methyl)-1,2,4-oxadiazol-3-yl)-N-(2-methoxyphenyl)-N-(morpholin-3-ylmethyl)acetamide